5-chloro-1'-[2-(4-methanesulfonylphenoxy)ethyl]-1,2-dihydrospiro[indole-3,4'-piperidin]-2-one ClC=1C=C2C(=CC1)NC(C21CCN(CC1)CCOC1=CC=C(C=C1)S(=O)(=O)C)=O